(1r,3r,5s)-8-(9-(3,4-dichloro-2-methyl-2H-indazol-5-yl)-7H-imidazo[1,2-c]pyrrolo[3,2-e]pyrimidin-5-yl)-8-azabicyclo[3.2.1]octane-3-amine ClC=1N(N=C2C=CC(=C(C12)Cl)C1=CNC2=C1C=1N(C(=N2)N2[C@H]3CC(C[C@@H]2CC3)N)C=CN1)C